4-(7-(2-(2-hydroxypropan-2-yl)pyridin-4-yl)furo[3,2-b]pyridin-2-yl)-N,N-dimethylbenzamide OC(C)(C)C1=NC=CC(=C1)C1=C2C(=NC=C1)C=C(O2)C2=CC=C(C(=O)N(C)C)C=C2